5-chloropyridin-2(1H)-one ClC=1C=CC(NC1)=O